9,10-bis(methoxycarbonyldodecyleneoxy)anthracene COC(=O)CCCCCCCCCCCCOC=1C2=CC=CC=C2C(=C2C=CC=CC12)OCCCCCCCCCCCCC(=O)OC